OC1(CN(CC1)CC1=CC=C(C=C1)C1=CC=C(C=C1)CC1=CC=C(C=C1)N1N=C(N=C1C)C(=O)N)C 1-(4-((4'-((3-hydroxy-3-methylpyrrolidin-1-yl)methyl)-[1,1'-biphenyl]-4-yl)methyl)phenyl)-5-methyl-1H-1,2,4-triazole-3-carboxamide